[Si](C)(C)(C(C)(C)C)OC1CCC2(N(CC3=NC(=CC=C32)Cl)C)CC1 4-((tert-butyldimethylsilyl)oxy)-2'-chloro-6'-methyl-6',7'-dihydrospiro[cyclohexane-1,5'-pyrrolo[3,4-b]pyridine]